ethyl 3-phenyl-1-(tetrahydro-2H-pyran-2-yl)-4-(trifluoromethyl)-1H-pyrazole-5-carboxylate C1(=CC=CC=C1)C1=NN(C(=C1C(F)(F)F)C(=O)OCC)C1OCCCC1